N-{3-[3-cyclopropyl-5-(2-fluoro-4-iodo-phenylamino)6,8-dimethyl-2,4,7-trioxo-3,4,6,7-tetrahydro-2H-pyrido[4,3-d]pyrimidin-1-yl]phenyl}acetamide C1(CC1)N1C(N(C=2C(C1=O)=C(N(C(C2C)=O)C)NC2=C(C=C(C=C2)I)F)C=2C=C(C=CC2)NC(C)=O)=O